CN([C@@H](CCCNC(N)=N)C(=O)O)C di-Methyl-Arginine